8-cyclobutyl-4-(pyrrolidin-1-ylmethyl)quinolin-2-ol C1(CCC1)C=1C=CC=C2C(=CC(=NC12)O)CN1CCCC1